4-amino-3,6-dichloropyridine-2-carboxylic acid compound with 1,1',1''-nitrilotris[2-propanol] N(CC(C)O)(CC(C)O)CC(C)O.NC1=C(C(=NC(=C1)Cl)C(=O)O)Cl